5'-(2,6-dimethyl-4-nitrophenoxy)-1'H-spiro[cyclobutane-1,3'-indol]-2'-one CC1=C(OC=2C=C3C4(C(NC3=CC2)=O)CCC4)C(=CC(=C1)[N+](=O)[O-])C